2,2,4-trimethylhexylene diisocyanate CC(CN=C=O)(CC(CCN=C=O)C)C